5-(4-amino-3-fluoro-2-methylphenyl)-7-methyl-7H-pyrrolo[2,3-d]pyrimidin-4-amine NC1=C(C(=C(C=C1)C1=CN(C=2N=CN=C(C21)N)C)C)F